C(C)(C)(C)C=1C=C(C=C(C1)C(C)(C)C)[C@@H](C)C1=C(C(=CC(=C1)C)[C@H](C)C1=CC(=CC(=C1)C(C)(C)C)C(C)(C)C)N1C(N(C=C1)C1=C(C=C(C=C1[C@H](C)C1=CC(=CC(=C1)C(C)(C)C)C(C)(C)C)C)[C@H](C)C1=CC(=CC(=C1)C(C)(C)C)C(C)(C)C)=N 1,3-bis(2,6-bis((R)-1-(3,5-di-tert-butylphenyl)ethyl)-4-methylphenyl)-1,3-dihydro-2H-imidazole-2-imine